4-(dimethylamino)-7-(2-hydroxypropan-2-yl)-1-phenylquinazolin-2(1H)-one CN(C1=NC(N(C2=CC(=CC=C12)C(C)(C)O)C1=CC=CC=C1)=O)C